N1C=C(C=C1)CNC1=CC(=C(C=C1)NC(CCCCCC)=O)N N-(4-(((1H-pyrrol-3-yl)methyl)amino)-2-aminophenyl)heptanamide